ClC=1N=NC(=C(N1)N1CC2(C1)CCN(CC2)C(=O)OC(C)(C)C)OC2=C(C=C(C=C2)F)C(N(C(C)C)CC)=O tert-butyl 2-(3-chloro-6-(2-(ethyl(isopropyl)carbamoyl)-4-fluorophenoxy)-1,2,4-triazin-5-yl)-2,7-diazaspiro[3.5]nonane-7-carboxylate